ClC=1C=CC2=C([C@H](C[C@H](O2)C(=O)NC23CC(C2)(C3)NC(COC3=CC(=C(C=C3)Cl)F)=O)NCCO)C1 (2S,4S)-6-chloro-N-{3-[2-(4-chloro-3-fluorophenoxy)acetamido]bicyclo[1.1.1]pentan-1-yl}-4-[(2-hydroxyethyl)amino]-3,4-dihydro-2H-1-benzopyran-2-carboxamide